(cis)-Methyl 2-(4-(6-(2-chloro-4-fluorophenyl)-5-(ethoxycarbonyl)-2-(thiazol-2-yl)-3,6-dihydropyrimidin-4-yl)cyclohexyl)oxazole-4-carboxylate ClC1=C(C=CC(=C1)F)C1C(=C(NC(=N1)C=1SC=CN1)[C@H]1CC[C@H](CC1)C=1OC=C(N1)C(=O)OC)C(=O)OCC